8-(chloromethyl)-9-fluoro-3,5-dimethyl-1H-pyrrolo[1,2,3-de]quinoxalin-2(3H)-one hydrochloride Cl.ClCC=1C=C2C=3N(C(C(NC3C1F)=O)C)C(=C2)C